1,3,5-tris(2,2-dimethylpropionyl-amino)benzene CC(C(=O)NC1=CC(=CC(=C1)NC(C(C)(C)C)=O)NC(C(C)(C)C)=O)(C)C